2-fluoro-4-((9-(2-isopropyl-4-methylpyridin-3-yl)-7-methyl-8-oxo-8,9-dihydro-7H-purin-2-yl)amino)-5-methylbenzamide FC1=C(C(=O)N)C=C(C(=C1)NC1=NC=C2N(C(N(C2=N1)C=1C(=NC=CC1C)C(C)C)=O)C)C